C(C)(C)(C)OC(=O)N1C2CN(CC1CC2)CC2=C(N=C1N2C=CC=C1)C1=CC=C(C=C1)Br 3-{[2-(4-bromophenyl)imidazo[1,2-a]pyridin-3-yl]methyl}-3,8-diazabicyclo[3.2.1]octane-8-carboxylic acid tert-butyl ester